C1(=C(C(=CC(=C1)C)C)C=1OC(=C2C=CC=CC12)C1=C(C=C(C=C1C)C)C)C.[C].[Se] Selenium carbon dimesityl-isobenzofuran